C(CCCCCCC)NCCCCCCCCCC N-octyldecan-1-amine